docosyl bromide C(CCCCCCCCCCCCCCCCCCCCC)Br